rac-(1r,2r,3s,4r,5s)-5-hydroxy-N-(5-methyl-6-(trifluoromethyl)pyridin-3-yl)-3-(3-(trifluoromethyl)phenyl)-7-oxabicyclo[2.2.1]heptane-2-carboxamide O[C@@H]1[C@H]2[C@@H]([C@H]([C@@H](C1)O2)C(=O)NC=2C=NC(=C(C2)C)C(F)(F)F)C2=CC(=CC=C2)C(F)(F)F |r|